N-(2,4-dichloro-6-methylbenzyl)-7-hydroxy-6,7-dihydro-5H-cyclopenta[b]pyridine-5-carboxamide ClC1=C(CNC(=O)C2CC(C3=NC=CC=C32)O)C(=CC(=C1)Cl)C